C(C)(=O)N[C@H](C(=O)N[C@H](C(=O)N1[C@@H](CCC1)C(=O)N[C@H](C(=O)OC)CC(C)C)C(C)C)CCC(C(=O)N)=O (S)-Methyl 2-((S)-1-((S)-2-((S)-2-acetamido-6-amino-5,6-dioxohexanamido)-3-methylbutanoyl)pyrrolidin-2-carboxamido)-4-methylpentanoat